S1C(=CC=C1)C=1NC=2C(=C3C=CC=NC3=C3N=CC=CC23)N1 2-(thiophene-2-yl)-1H-imidazo[4,5-f][1,10]phenanthroline